C(C)(C)(C)OC(=O)N1CCC(CC1)NCC(=O)OC 4-[(2-methoxy-2-oxoethyl)amino]piperidine-1-carboxylic acid tert-butyl ester